COC1=C(CN(S(=O)(=O)C2=CC=CC=C2)CC2=C(N=NN2C)C2=CC=C(C=C2)O)C=CC(=C1)OC N-(2,4-Dimethoxybenzyl)-N-((4-(4-hydroxyphenyl)-1-methyl-1H-1,2,3-triazol-5-yl)methyl)benzenesulfonamide